C1=C(C=CC2=CC=CC=C12)C1=CC=C(C=C1)C=1C(=CC(=CC1)N(C1=CC=C(C=C1)C=1C(=CC(=CC1C1=CC=CC=C1)C1=CC=CC=C1)C1=CC=CC=C1)C1=CC=CC=C1)C1=CC=CC=C1 N-(4-(naphthalene-2-yl)-[1,1':2',1''-terphenyl]-4'-yl)-N,4',6'-triphenyl-[1,1':2',1''-terphenyl]-4-amine